2-[(2-chlorophenyl)methylamino]-5-[(2-fluoroanilino)methyl]-4H-[1,2,4]triazolo[1,5-a]pyrimidin-7-one ClC1=C(C=CC=C1)CNC1=NN2C(NC(=CC2=O)CNC2=C(C=CC=C2)F)=N1